NC(C)(C)C1=CC(=NC(=C1)C1=CC(=C(C=C1)F)F)O[C@H]1[C@@H]2CN(C[C@]12C)C(=O)C1=CC(=NN1C)C1=NC=CC=N1 |o1:19,20,24| rel-((1R,5S,6s)-6-((4-(2-aminopropan-2-yl)-6-(3,4-difluorophenyl)pyridin-2-yl)oxy)-1-methyl-3-azabicyclo[3.1.0]hexan-3-yl)(1-methyl-3-(pyrimidin-2-yl)-1H-pyrazol-5-yl)methanone